(2z,6z)-8,8-dimethoxy-3,6-bis(4-methoxyphenyl)oct-2,6-diene-4-ynoaldehyde COC(\C=C(/C#C\C(=C/C=O)\C1=CC=C(C=C1)OC)\C1=CC=C(C=C1)OC)OC